CC1=NC(=CC=C1NC(=O)C1C(CCCC1)C(=O)O)C1=C(C(=NO1)C)NC(=O)O[C@H](C)C1=C(C=CC=C1)C(F)(F)F 2-((2-methyl-6-(3-methyl-4-((((R)-1-(2-(trifluoromethyl)phenyl)ethoxy)carbonyl)amino)isoxazol-5-yl)pyridin-3-yl)carbamoyl)cyclohexane-1-carboxylic acid